2-(2-ethoxyphenyl)[1,2,4]triazolo[1,5-c]quinazolin C(C)OC1=C(C=CC=C1)C1=NN2C=NC=3C=CC=CC3C2=N1